FC=1C(=NC=CC1CN1CC=2N(CC1)C(=NN2)C(F)(F)F)C=2C=C1CN(C(C1=CC2)=O)C2C(NC(CC2)=O)=O 3-(5-(3-fluoro-4-((3-(trifluoromethyl)-5,6-dihydro-[1,2,4]triazolo[4,3-a]pyrazin-7(8H)-yl)methyl)pyridin-2-yl)-1-oxoisoindolin-2-yl)piperidine-2,6-dione